N-benzyl-4-(chloromethyl)thiazol-2-amine C(C1=CC=CC=C1)NC=1SC=C(N1)CCl